ClC1=NC(=NC(=N1)Cl)NC1(CC=C(C=C1)C)CCCS(=O)(=O)O N-(4,6-dichloro-1,3,5-triazin-2-yl)-4-methyl-aniline-1-propanesulfonic acid